NC1=C(C=C2C(C=C(OC2=C1[N+](=O)[O-])C1CCN(CC1)C(=O)OC(C)(C)C)=O)Cl tert-butyl 4-(7-amino-6-chloro-8-nitro-4-oxo-4H-chromen-2-yl)piperidine-1-carboxylate